DiEthylaminopropyl-amine C(C)N(CC)CCCN